ClC1=C(C2=C(C=3NC(C=4N(C13)C(=NN4)C)(C)C)CCO2)C2=C4C=CN(C4=CC=C2)S(=O)(=O)CC 5-chloro-6-(1-(ethylsulfonyl)-1H-indol-4-yl)-3,11,11-trimethyl-8,9,10,11-tetrahydrofuro[3,2-f][1,2,4]triazolo[4,3-a]quinoxaline